5-((diethoxyphosphoryl)methyl)benzo[b]thiophene-2-carboxylic acid perfluorophenyl ester FC1=C(C(=C(C(=C1F)F)F)F)OC(=O)C1=CC2=C(S1)C=CC(=C2)CP(=O)(OCC)OCC